7-((4-(hydroxymethyl)-3-nitrobenzyl)amino)-1-iodoheptane-2-one OCC1=C(C=C(CNCCCCCC(CI)=O)C=C1)[N+](=O)[O-]